(R)-6-(1-(4-fluorophenyl)ethyl)-N-methyl-5-((2-(pyrrolidin-1-yl)ethyl)amino)pyrazine-2-carboxamide FC1=CC=C(C=C1)[C@@H](C)C1=C(N=CC(=N1)C(=O)NC)NCCN1CCCC1